ClC=1C=C2C(OCCC3=CC(=CC=C3C3=CC(=CC(NS(C(C1OC)=C2)(=O)=O)=C3)C3CC3)F)=O 14-chloro-21-cyclopropyl-5-fluoro-15-methoxy-17,17-dioxo-10-oxa-17λ6-thia-18-azatetracyclo[17.3.1.112,16.02,7]tetracosa-1(22),2,4,6,12,14,16(24),19(23),20-nonaen-11-one